N-methyl-1H-pyrazolo[3,4-c]pyridine-5-carboxamide CNC(=O)C=1C=C2C(=CN1)NN=C2